COC1=CC2=CC3=C(C(OC3)=O)C(=C2C=C1OC)C=1C=NC(=NC1)N1CC(CCC1)C 6,7-dimethoxy-9-(2-(3-methylpiperidin-1-yl)pyrimidin-5-yl)naphtho[2,3-c]furan-1(3H)-one